C1(=CC=CC=C1)C1=NC(=CC(=C1)C1=C(C#N)C(=C(C(=C1N1C2=C(C3=CC=CC=C13)C=CC=N2)N2C1=C(C3=CC=CC=C23)C=CC=N1)N1C2=C(C3=CC=CC=C13)C=CC=N2)N2C1=C(C3=CC=CC=C23)C=CC=N1)C1=CC=CC=C1 2-(2,6-diphenylpyridin-4-yl)-3,4,5,6-tetrakis(9H-pyrido[2,3-b]indol-9-yl)benzonitrile